butyl-ammonium bromide chloride [Cl-].[Br-].C(CCC)[NH3+].C(CCC)[NH3+]